[Sb]([O-])([O-])([O-])=O.C1(=CC=CC=C1)[S+](C1=CC=CC=C1)C1=CC=CC=C1.C1(=CC=CC=C1)[S+](C1=CC=CC=C1)C1=CC=CC=C1.C1(=CC=CC=C1)[S+](C1=CC=CC=C1)C1=CC=CC=C1 triphenyl-sulfonium antimonate